acrylic acid [2-(2-acryloyloxyethoxy) ethyl] ester C(C=C)(=O)OCCOCCOC(C=C)=O